3-[3-[4-[4-[[1-[4-[(1R,2S)-6-hydroxy-2-phenyl-tetralin-1-yl]phenyl]-4-piperidyl]methyl]piperazin-1-yl]phenyl]-5-oxo-2H-pyrrol-1-yl]piperidine-2,6-dione OC=1C=C2CC[C@@H]([C@@H](C2=CC1)C1=CC=C(C=C1)N1CCC(CC1)CN1CCN(CC1)C1=CC=C(C=C1)C=1CN(C(C1)=O)C1C(NC(CC1)=O)=O)C1=CC=CC=C1